ClC(C(=O)Br)(C)C chloroisobutyryl bromide